methyl cis-2-(3-(1-methyl-1H-pyrazol-3-yl)benzyl)-3-((methylsulfonyl)amino)piperidine-1-carboxylate CN1N=C(C=C1)C=1C=C(C[C@@H]2N(CCC[C@@H]2NS(=O)(=O)C)C(=O)OC)C=CC1